(3S,4R)-4-((7-(1,3,4-oxadiazol-2-yl)pyrrolo[2,1-f][1,2,4]triazin-2-yl)amino)tetrahydro-2H-pyran-3-ol O1C(=NN=C1)C1=CC=C2C=NC(=NN21)N[C@H]2[C@@H](COCC2)O